CN1CCN(CC1)CC=1C=C(C(=O)O[Li])C=C(C1)C(F)(F)F lithio 3-[(4-methylpiperazin-1-yl)methyl]-5-(trifluoromethyl)benzoate